1-((4,6-bis(((R)-1,1,1-trifluoroprop-2-yl)amino)-1,3,5-triazin-2-yl)ethynyl)cyclopentane FC([C@@H](C)NC1=NC(=NC(=N1)N[C@@H](C(F)(F)F)C)C#CC1CCCC1)(F)F